N-propyl-N-[(3S)-pyrrolidin-3-yl]-2-{1-[3-(trifluoromethyl)phenyl]-1H-pyrazol-4-yl}-1,3-thiazole-4-carboxamide C(CC)N(C(=O)C=1N=C(SC1)C=1C=NN(C1)C1=CC(=CC=C1)C(F)(F)F)[C@@H]1CNCC1